C1(=CC=CC=C1)N1N=CC(=C1C(F)(F)F)N 1-phenyl-5-(trifluoromethyl)-1H-pyrazol-4-amine